(S,E)-7-(Dimethylamino)-1-((1-((7-isobutyl-1H-indol-2-yl)methyl)-2-oxo-1,2-dihydropyridin-3-yl)amino)-1,7-dioxohept-5-en-2-yl-methylcarbamat CN(C(/C=C/CC[C@@H](C(=O)NC=1C(N(C=CC1)CC=1NC2=C(C=CC=C2C1)CC(C)C)=O)N(C([O-])=O)C)=O)C